C(C)(=O)N1CCN(CC1)C1=CC(=C(C=C1)NC1=NC(=NC=C1Cl)NC=1C=C(C=CC1)NC(CC)=O)OC N-(3-((4-((4-(4-acetylpiperazin-1-yl)-2-methoxyphenyl)amino)-5-chloropyrimidin-2-yl)amino)phenyl)propionamide